4-((5,7-dichloro-8-fluoro-2-(methylthio)pyrido[4,3-d]pyrimidin-4-yl)(methyl)amino)butan-2-ol ClC1=NC(=C(C=2N=C(N=C(C21)N(CCC(C)O)C)SC)F)Cl